methyl (S)-2-((4-(3-((4-cyano-2-fluorophenoxy) methyl) phenoxy) piperidin-1-yl) methyl)-4-methyl-1-(oxetan-2-ylmethyl)-1H-benzo[d]imidazole-6-carboxylate C(#N)C1=CC(=C(OCC=2C=C(OC3CCN(CC3)CC3=NC4=C(N3C[C@H]3OCC3)C=C(C=C4C)C(=O)OC)C=CC2)C=C1)F